N-(biphenyl-4-yl)biphenyl-4-amine C1(=CC=C(C=C1)NC1=CC=C(C=C1)C1=CC=CC=C1)C1=CC=CC=C1